silicon aluminum cadmium oxide [O-2].[Cd+2].[Al+3].[Si+4]